NC1CN(CCC1)C1C(CC(C1)C1=CC=C(C=C1)F)OC1=NC=CC=N1 2-[2-(3-amino-1-piperidyl)-4-(4-fluorophenyl)cyclopentoxy]pyrimidine